BrC=1C=CC2=C(OC(CO2)CN(C)C)C1 1-(7-bromo-2,3-dihydrobenzo[b][1,4]dioxin-2-yl)-N,N-dimethylmethanamine